Cyclohexyl toluenesulfonate CC1=CC=C(C=C1)S(=O)(=O)OC2CCCCC2